C(C)(C)(C)OC(=O)N(C(OC(C)(C)C)=O)C1=NC=CC(=C1F)CC=1C=NC=C(C1)N1C=CC2=CC(=CC=C12)Cl tert-butyl N-(tert-butoxycarbonyl)-N-(4-{[5-(5-chloroindol-1-yl)pyridin-3-yl]methyl}-3-fluoropyridin-2-yl)carbamate